tert-butyl (2-((3-(benzylamino)-4-(cyclohexylamino)phenyl)sulfonamido)ethyl)(methyl)carbamate C(C1=CC=CC=C1)NC=1C=C(C=CC1NC1CCCCC1)S(=O)(=O)NCCN(C(OC(C)(C)C)=O)C